[Mg].[Mg] magnesium, magnesium salt